COC1=C(C=CC=C1)CCCO 3-(2-methoxyphenyl)propan-1-ol